5-Bromo-2-cyanophenyl 3-deoxy-2-O-methyl-3-[4-(2-thiazolyl)-1H-1,2,3-triazol-1-yl]-1-thio-α-D-galactopyranoside CO[C@H]1[C@@H](SC2=C(C=CC(=C2)Br)C#N)O[C@@H]([C@@H]([C@@H]1N1N=NC(=C1)C=1SC=CN1)O)CO